COC(=O)C=1C=C2C(=NC1)N(C=C2)C2COC2.FC=2C=C1CN(CC1=CC2)C(=O)C2=NOC(=N2)C2=C(C(=C(C(=C2)F)F)O)F (5-fluoroisoindolin-2-yl)(5-(2,4,5-trifluoro-3-hydroxyphenyl)-1,2,4-oxadiazol-3-yl)methanone methyl-1-(oxetan-3-yl)pyrrolo[2,3-b]pyridine-5-carboxylate